C(C)OC=1C=C(C=2N(C1)N=C1C2C=NN1)C=1C=CC(=NC1)N1CC2(CCCN2NC(C2=C(C=CC=C2F)Cl)=O)CCC1 N-(7-(5-(6-Ethoxy-1H-pyrazolo[3',4':3,4]pyrazolo[1,5-a]pyridin-4-yl)pyridine-2-yl)-1,7-diazaspiro[4.5]decan-1-yl)-2-chloro-6-fluorobenzamide